7-[[1-[1-[(2,4-dimethoxyphenyl)methyl]-2,6-dioxo-3-piperidinyl]-3-methyl-2-oxo-benzimidazol-4-yl]amino]heptanoic acid tert-butyl ester C(C)(C)(C)OC(CCCCCCNC1=CC=CC=2N(C(N(C21)C)=O)C2C(N(C(CC2)=O)CC2=C(C=C(C=C2)OC)OC)=O)=O